6-(4-methoxyphenyl)-1-(2-morpholinylethyl)-2-oxo-1,2-dihydro-1,8-naphthyridine-3-carboxylic acid COC1=CC=C(C=C1)C=1C=C2C=C(C(N(C2=NC1)CCN1CCOCC1)=O)C(=O)O